2-cyclopropyl-5-methylpyrazolo[1,5-b]pyridazine-3-carboxylic acid potassium salt [K+].C1(CC1)C1=NN2N=CC(=CC2=C1C(=O)[O-])C